ClC1=NC=CC(=N1)C1=C(N=C(S1)C1CCNCC1)C=1C(=C(C=CC1)NC([O-])=O)F {3-[5-(2-chloropyrimidin-4-yl)-2-(piperidin-4-yl)-1,3-thiazol-4-yl]-2-fluorophenyl}carbamate